4-amino-N-((1R)-1-(2-pyrimidinyl)ethyl)-N-((5-(trifluoromethyl)-2-pyridinyl)methyl)-2,3-dihydro-1H-cyclopenta[c]quinoline-8-carboxamide NC1=NC=2C=CC(=CC2C2=C1CCC2)C(=O)N(CC2=NC=C(C=C2)C(F)(F)F)[C@H](C)C2=NC=CC=N2